4-amino-7-fluoro-1,3-dimethyl-N-(2-propanyl)-N-((5-(trifluoromethyl)-2-pyridinyl)methyl)-1H-pyrazolo[4,3-c]quinoline-8-carboxamide NC1=NC=2C=C(C(=CC2C2=C1C(=NN2C)C)C(=O)N(CC2=NC=C(C=C2)C(F)(F)F)C(C)C)F